ClC=1C=2N(C=CN1)C(=NC2)C(C)C2=C(C(=C(C(=C2)Cl)C)I)OCC 8-chloro-3-(1-(5-chloro-2-ethoxy-3-iodo-4-methylphenyl)ethyl)imidazo[1,5-a]pyrazine